2-fluoro-4-(4-oxo-2-(trifluoromethyl)-4H-pyrido[1,2-a]pyrimidin-9-yl)-N-(2,2,2-trifluoroethyl)benzamide FC1=C(C(=O)NCC(F)(F)F)C=CC(=C1)C1=CC=CN2C1=NC(=CC2=O)C(F)(F)F